N[C@@H](C(=O)O)CCC(=O)O (2R)-2-aminopentanedioic acid